N1=NC(=CC=C1)N1N=CC(=C1C(F)(F)F)C(=O)OCC ethyl 1-(pyridazin-3-yl)-5-(trifluoromethyl)-1H-pyrazole-4-carboxylate